7-(naphthalen-2-yl)benzo[d]Isothiazol-3-amine C1=C(C=CC2=CC=CC=C12)C1=CC=CC=2C(=NSC21)N